NC=1C(=NC=NC1N(CC1=CC=CC=C1)CC1=CC=CC=C1)N[C@H]1[C@@H](CN(CC1)C(=O)OC(C)(C)C)F tert-butyl (3R,4R)-4-{[5-amino-6-(dibenzylamino) pyrimidin-4-yl] amino}-3-fluoropiperidine-1-carboxylate